FC=1C=C(C=CC1C(F)(F)F)C(C)=O 1-(3-fluoro-4-(trifluoromethyl)phenyl)ethan-1-one